O=C1CCC(CC1)CNC(OC(C)(C)C)=O tert-butyl N-[(4-oxocyclohexyl)methyl]carbamate